ethyl (E)-2-(2-fluoro-5-methylphenyl)-2-(hydroxyimino)acetate FC1=C(C=C(C=C1)C)\C(\C(=O)OCC)=N/O